ClC1=C(C=NNC(N)=N)C=CC(=C1Cl)F 2-(2,3-dichloro-4-fluorobenzylidene)hydrazine-carboximidamide